CC([SiH](O[C@@H]1C(C2CC[C@H]3[C@@H]4CC[C@H]([C@@H](CCCC(C)(C)O)C)[C@]4(CC[C@@H]3[C@]2(CC1)C)C)C#N)C(C)(C)C)C 3β-{[dimethyl(2-methylprop-2-yl)methylsilyl]oxy}-25-hydroxycholestane-4-carbonitrile